OC[C@H](C(=O)NC1=CC(=C(C=C1)S(NC1=CC(=CC=C1)C(F)(F)F)(=O)=O)OC)C(C)C (2R)-2-(hydroxymethyl)-N-[3-methoxy-4-[[3-(trifluoromethyl)phenyl]sulfamoyl]phenyl]-3-methyl-butanamide